4-Amino-3-[6-(4-trifluoromethylphenyl)pyridin-3-ylazo]naphthalin NC1=C(C=CC2=CC=CC=C12)N=NC=1C=NC(=CC1)C1=CC=C(C=C1)C(F)(F)F